di(tert-butyl)(3-methoxyphenyl)chloromethylphosphine methyl-5-((5-fluoro-4-(hexan-3-ylamino)pyrimidin-2-yl)amino)-2-(4,4,5,5-tetramethyl-1,3,2-dioxaborolan-2-yl)benzoate COC(C1=C(C=CC(=C1)NC1=NC=C(C(=N1)NC(CC)CCC)F)B1OC(C(O1)(C)C)(C)C)=O.C(C)(C)(C)C(Cl)(PC1=CC(=CC=C1)OC)C(C)(C)C